FC(OC1=CC(=NN1)NC1=CN=CC(=N1)OC1(CCN(CC1)C(=O)OC(C)(C)C)C)F tert-butyl 4-((6-((5-(difluoromethoxy)-1H-pyrazol-3-yl)amino)pyrazin-2-yl)oxy)-4-methylpiperidine-1-carboxylate